OC1CC(C)(C)C(=C(C1=O)C)\C=C\C(\C)=C\C=C\C(\C)=C\C=C\C=C(/C)\C=C\C=C(/C)\C=C\C1=C(C)C(C(CC1(C)C)O)=O 3,3'-dihydroxy-4,4'-diketobeta-carotene